4-(4-methylquinolin-2-yl)hexanenitrile CC1=CC(=NC2=CC=CC=C12)C(CCC#N)CC